C(C1=CC=CC=C1)(C1=CC=CC=C1)C=1C2=C(C(N(C1)C)=O)N(C=C2)S(=O)(=O)C2=CC=C(C)C=C2 4-benzhydryl-6-methyl-1-tosyl-1,6-dihydro-7H-pyrrolo[2,3-c]pyridin-7-one